C[Si](C#CC=1C=C(C=CC1)S(=O)(=O)N)(C)C 3-(2-trimethylsilylethynyl)benzenesulfonamide